CS(=O)(=O)C(C(=O)OCC)C ethyl 2-methylsulfonylpropanoate